2-(4,6-dimethoxybenzofuran-2-yl)thiazolo[5,4-d]Thiazole COC1=CC(=CC2=C1C=C(O2)C=2SC=1N=CSC1N2)OC